5-(benzyloxy)-4,6-dichloropyrimidine C(C1=CC=CC=C1)OC=1C(=NC=NC1Cl)Cl